COC=1C2C(C=CC1)S2 3-methoxybenzene sulfide